C(C)N1CCN(CC1)S(=O)(=O)C=1SC=CC1 1-ethyl-4-(2-thienyl-sulfonyl)piperazine